4-amino-3,3-dimethylbutylmethyldimethoxysilane NCC(CC[Si](OC)(OC)C)(C)C